COC1C2OCC=C(N2C1=O)C(=O)O 7-methoxy-8-oxo-5-oxa-1-azabicyclo[4.2.0]oct-2-ene-2-formic acid